ClC=1C=C(C=CC1)N1C(N(C(C2=CC=CC=C12)=O)C=1C=NC=CC1)=O 1-(3-chlorophenyl)-3-(pyridin-3-yl)quinazoline-2,4(1H,3H)-dione